C(\C=C\C(=O)O)(=O)O.C(C1=CC=CC=C1)(=O)O.C(C1=CC=CC=C1)(=O)O benzoic acid hemi-fumarate salt